6,7-Dimethyl-4-(1-methyl-1H-pyrazol-4-yl)-2,3-dihydro-1H-pyrrolo[3,4-c]pyridine, dihydrochloride salt Cl.Cl.CC1=C(C2=C(C(=N1)C=1C=NN(C1)C)CNC2)C